C1(=CC=CC=C1)C1=C(C2=C(SC3=C2C=CC=C3)C=C1)C=1C(=C(C=CC1)C1=NC=CC=C1)C1=NN=NC(=C1C1=CC=CC=C1)C1=CC=CC=C1 (phenyldibenzothiophenyl)(diphenyltriazinyl)(pyridinyl)benzene